(3-(3-(3,3,3-trifluoro-1-(thiophen-2-yl)propyl)-1H-indol-2-yl)phenyl)boronic acid FC(CC(C=1SC=CC1)C1=C(NC2=CC=CC=C12)C=1C=C(C=CC1)B(O)O)(F)F